ClCC(=O)NC1=C(C=CC(=C1)N(C)C)OCC(F)(F)F 2-chloro-N-(5-(dimethylamino)-2-(2,2,2-trifluoroethoxy)phenyl)acetamide